5-(2-Isopropyl-4,5-dimethoxy-benzyl)-N*2*-(2-methoxy-ethyl)-pyrimidine-2,4-diamine C(C)(C)C1=C(CC=2C(=NC(=NC2)NCCOC)N)C=C(C(=C1)OC)OC